C1(CC1)C1=C(C(=CC(=C1)OC(F)F)C(C)C)NC(=O)N=[S@](=O)(N)C1=C(C=C(C=C1)C(C)(C)O)C (R)-N'-(2-cyclopropyl-4-(difluoromethoxy)-6-isopropylphenyl-carbamoyl)-4-(2-hydroxypropan-2-yl)-2-methylbenzene-sulfonimidamide